OC1CCC(CC1)C(=O)NC1C(C1)OCCC1=CC=CC=C1 4-Hydroxy-N-(2-phenethyloxy-cyclopropyl)cyclohexane-1-carboxamide